NC1=CC(=C(C=C1)N1CCN(CC1)CC1CCC(CC1)NC(OC(C)(C)C)=O)F Tert-butyl N-[4-[[4-(4-amino-2-fluoro-phenyl)piperazin-1-yl]methyl]cyclohexyl]carbamate